C1(CC1)C=1N=CC2=CC3=C(C(=C2C1)S(NCC(C)(C)F)(=O)=O)C[C@@H](C3)NC(=O)C3=CC1=C(NN=N1)C=C3 N-[(7R)-3-cyclopropyl-5-[(2-fluoro-2-methylpropyl)sulfamoyl]-7,8-dihydro-6H-cyclopenta[g]isoquinolin-7-yl]-1H-benzotriazole-5-carboxamide